Tert-butyl N-(4-[4-[1-(2,6-dioxopiperidin-3-yl)-3-methyl-2-oxo-2,3-dihydro-1H-1,3-benzodiazol-5-yl]butoxy]butyl)carbamate O=C1NC(CCC1N1C(N(C2=C1C=CC(=C2)CCCCOCCCCNC(OC(C)(C)C)=O)C)=O)=O